C(C)(C)(C)C1=CC(=C(C(=C1)[2H])NC1=C(C=C(C=C1[2H])C(C)(C)C)[2H])[2H] bis(4-(tert-butyl)phenyl-2,6-d2)amine